α,α-dimethoxypropane COC(CC)OC